CN1C=NC(=C1)C1=CC=2N(C=C1)C(=NN2)[C@@H]2C[C@@H](CCC2)NC2=NC=C(C(=N2)OC2COC2)C(F)(F)F N-[(1R,3S)-3-[7-(1-methylimidazol-4-yl)-[1,2,4]triazolo[4,3-a]pyridin-3-yl]cyclohexyl]-4-(oxetan-3-yloxy)-5-(trifluoromethyl)pyrimidin-2-amine